(S)-(+)-1-aminoindan (S)-(-)-3-cyclohexeneformate [C@H]1(CC=CCC1)C(=O)O.N[C@H]1CCC2=CC=CC=C12